6-(4-((2S,3R)-4-acryloyl-3-(hydroxymethyl)-1-(methylsulfonyl)piperazin-2-yl)-6-chloropyridin-2-yl)-N-methylpyrimidine-4-carboxamide C(C=C)(=O)N1[C@H]([C@@H](N(CC1)S(=O)(=O)C)C1=CC(=NC(=C1)Cl)C1=CC(=NC=N1)C(=O)NC)CO